2-carboxy-4-dodecanol C(=O)(O)C(C)CC(CCCCCCCC)O